4-methyl-5-(2-acetoxyethyl)thiazole tert-butylbromoacetate C(C)(C)(C)OC(CBr)=O.CC=1N=CSC1CCOC(C)=O